FC1=CC=CC=2N=C(SC21)N(CCC2=CC(=CC=C2)F)CC2=CC=C(C=C2)C#CC(=O)O 3-(4-(((7-fluorobenzo[d]thiazol-2-yl)(3-fluorophenethyl)amino)-methyl)phenyl)propiolic acid